COC(=O)C=1N=C2N(C1)C(CC2)C=2N=C1N(C=C(C=C1)C1CC1)C2.C(CCCCCCCCC)N(O)CCCCCCCCCC N,N-didecyl-hydroxylamine Methyl-5-(6-cyclopropylimidazo[1,2-a]pyridin-2-yl)-6,7-dihydro-5H-pyrrolo[1,2-a]imidazole-2-carboxylate